C/C(=C/CO)/CCC=C(C)C (Z)-3,7-dimethylocta-2,6-dien-1-ol